FC=1C(=CC2=C(N=C(S2)C2=C3N=CC(=NC3=CC(=C2)C)OC)C1C(C(C)(C)C)O)OC 1-(5-fluoro-6-methoxy-2-(2-methoxy-7-methylquinoxalin-5-yl)benzo[d]Thiazol-4-yl)-2,2-dimethylpropan-1-ol